2-Hydroxy-4-(propan-2-yl)benzaldehyde OC1=C(C=O)C=CC(=C1)C(C)C